ClC=1C=C(C=C(C1)NS(=O)(=O)C)NC(=O)C=1C=C2N(C=CN=C2)C1 N-(3-chloro-5-(methylsulfonamido)phenyl)pyrrolo[1,2-a]pyrazine-7-carboxamide